COC1=CC=C(C=CC=2OC=CN2)C=C1 2-(4-methoxystyryl)oxazole